C(C)(C)(C)C12N(CC(N(C1)C1=CC=C3C(C(NC3=C1)=O)(C)C)C2)C(=O)O.N2N=CC1=CC(=CC=C21)C=2C=CC=1N(C3=CC=C(C=C3OC1C2)C=2C=C1C=NNC1=CC2)CCNCC(=O)O (2-(3,7-di(1H-indazol-5-yl)-10H-phenoxazin-10-yl)ethyl)glycine tert-butyl-5-(3,3-dimethyl-2-oxoindolin-6-yl)-2,5-diazabicyclo[2.2.1]heptane-2-carboxylate